C(#N)C1=C(C=C(C=N1)OC1=CC=C(C=C1)C(C)(C)C1=CC=C(OC2CC(C2)NC(OC(C)(C)C)=O)C=C1)F tert-butyl ((1r,3r)-3-(4-(2-(4-((6-cyano-5-fluoropyridin-3-yl)oxy)phenyl)propane-2-yl)phenoxy)cyclobutyl)carbamate